ClC1=C(OC2=C(C=C(C=C2)C(C)(C)O)C=2C3=C(C(N(C2)C)=C=O)N(C(=C3)C(=O)NCC)S(=O)(=O)CC3=CC=CC=C3)C(=CC(=C1)C1CC1)C 4-(2-(2-chloro-4-cyclopropyl-6-methylphenoxy)-5-(2-hydroxypropan-2-yl)phenyl)-N-ethyl-6-methyl-7-carbonyl-1-toluenesulfonyl-6,7-dihydro-1H-pyrrolo[2,3-c]pyridine-2-carboxamide